[4-[[3-[4-(difluoromethoxy)phenyl]imidazo[1,2-a]pyrazin-8-yl]amino]-2-methylphenyl]-[4-(4-methylpiperidine-4-carbonyl)piperazin-1-yl]methanone FC(OC1=CC=C(C=C1)C1=CN=C2N1C=CN=C2NC2=CC(=C(C=C2)C(=O)N2CCN(CC2)C(=O)C2(CCNCC2)C)C)F